OC1(CC(C1)CC(=O)NCC1=CC(=NC=C1)OCC(F)(F)F)C 2-((1r,3r)-3-Hydroxy-3-methylcyclobutyl)-N-((2-(2,2,2-trifluoroethoxy)pyridin-4-yl)methyl)acetamide